tert-butyl (3R)-3-[4-[5-methyl-8-[(2R)-2-(trifluoromethyl)azetidin-1-yl]imidazo[1,2-a]pyrazin-6-yl]pyrazol-1-yl]pyrrolidine-1-carboxylate CC1=C(N=C(C=2N1C=CN2)N2[C@H](CC2)C(F)(F)F)C=2C=NN(C2)[C@H]2CN(CC2)C(=O)OC(C)(C)C